CC(=CCC1=C(C(=O)C(=O)C(=C1O)C2=C(NC3=CC=CC=C32)C(C)(C)C=C)C4=CNC5=CC=CC=C54)C The molecule is a bisindole alkaloid that is quinone bearing a hydroxy substituent at position 2, a 3,3-dimethylallyl group at position 5 and two indol-3-yl groups at positions 3 and 6, one of which is carrying a 1,1-dimethylallyl group at position 2. It has a role as an antineoplastic agent. It is a bisindole alkaloid and a member of monohydroxy-1,4-benzoquinones.